ClC1=C(N=C2N(C1=O)C=C(N=C2C2=C(C=C(C(=C2)F)F)F)[C@@H]2C[C@@H](OCC2)C=2C=NN(C2)C)C 3-chloro-2-methyl-7-((2R,4S)-2-(1-methyl-1H-pyrazol-4-yl)tetrahydro-2H-pyran-4-yl)-9-(2,4,5-trifluorophenyl)-4H-pyrazino[1,2-a]pyrimidin-4-one